FC1=CC=C(C=C1)C1(C=CC2=C(O1)C1=CC(=CC=C1C(=C2C(=O)O)C2=CC=CC=C2)OC)C2=CC=C(C=C2)F 2,2-bis(4-fluorophenyl)-5-hydroxycarbonyl-6-phenyl-9-methoxy-2H-naphtho[1,2-b]pyran